ClC1=C(C=NC(=C1)C(F)(F)F)CC#N 2-[4-chloro-6-(trifluoromethyl)pyridin-3-yl]acetonitrile